C(=C)C([Si](C)Cl)C=C divinyl-chlorodimethyl-silicon